C(C)C(CN(CC(CCCC)CC)C(C)(C)P(OCC(CCCC)CC)(OCC(CCCC)CC)=O)CCCC bis(2-ethylhexyl) 1-(N,N'-bis(2-ethylhexyl) amino)-1-methylethylphosphonate